C1C=CCC1 cyclopent-2-en